C1(CCCCC1)C([C@@H](C(=O)NC1=C(C=C(C=C1)[C@@H](C(=O)N1CC2(C1)CC(C2)(F)F)C)F)NC(=O)C2=CC=NN2C(C)C)C2CCCCC2 N-((S)-1,1-dicyclohexyl-3-((4-((S)-1-(6,6-difluoro-2-azaspiro[3.3]heptan-2-yl)-1-oxopropan-2-yl)-2-fluorophenyl)amino)-3-oxopropan-2-yl)-1-isopropyl-1H-pyrazole-5-carboxamide